N-[(6-Amino-2-pyridyl)sulfonyl]-6-(2-isopropoxy-6-methyl-4-pyridyl)-2-[(4S)-2,2,4-trimethylpyrrolidin-1-yl]pyridin-3-carboxamid NC1=CC=CC(=N1)S(=O)(=O)NC(=O)C=1C(=NC(=CC1)C1=CC(=NC(=C1)C)OC(C)C)N1C(C[C@@H](C1)C)(C)C